O[C@@H]1CN(CC[C@H]1O)CC1=CC=2C(=NOC2C(=O)NC=2SC(=NN2)SC)C=C1 |r| 5-((3,4-rac-trans-dihydroxypiperidin-1-yl)methyl)-N-(5-(methylthio)-1,3,4-thiadiazol-2-yl)benzo[c]isoxazole-3-carboxamide